n-hexadecyltrimethylammonium trifluoromethanesulfonate FC(S(=O)(=O)[O-])(F)F.C(CCCCCCCCCCCCCCC)[N+](C)(C)C